C(C)(C)(C)OC(=O)N1CC2(C1)CCN(CC2)C2=NC(=NC1=CC(=C(C=C21)N(C)C)Br)Cl 7-(7-bromo-2-chloro-6-(dimethylamino)quinazolin-4-yl)-2,7-diazaspiro[3.5]Nonane-2-carboxylic acid tert-butyl ester